2-(2-hydroxy-3-tertiary butyl-5-methylphenyl)-5-chlorobenzoazole OC1=C(C=C(C=C1C(C)(C)C)C)C=1NC2=C(C1)C=C(C=C2)Cl